5-{7-oxa-2-azaspiro[3.5]nonan-2-yl}-2-{[6-({2-oxa-7-azaspiro[4.4]nonan-7-yl}methyl)imidazo[1,2-a]pyridin-2-yl]methyl}-1,2-dihydro-2,7-naphthyridin-1-one C1N(CC12CCOCC2)C2=C1C=CN(C(C1=CN=C2)=O)CC=2N=C1N(C=C(C=C1)CN1CC3(CCOC3)CC1)C2